7-hydroxy-8-((3-hydroxypropyl)amino)octanoate OC(CCCCCC(=O)[O-])CNCCCO